C(C1=CC=CC=C1)O[C@@](C(=O)NNC(=O)C1=NC(=C(C=C1Br)C(F)(F)F)O[C@@H](CC=C)C)(CCC=C)C(F)(F)F N'-[(2R)-2-benzyloxy-2-(trifluoromethyl)hex-5-enoyl]-3-bromo-6-[(1R)-1-methylbut-3-enoxy]-5-(trifluoromethyl)pyridine-2-carbohydrazide